FC1=CC=C(C=C1)C1=NOC(=C1COC1=CC=C(C(=N1)OC)C1=NN=C2COCCN21)C 3-(6-((3-(4-fluorophenyl)-5-methylisoxazol-4-yl)methoxy)-2-methoxypyridin-3-yl)-5,6-dihydro-8H-[1,2,4]triazolo[3,4-c][1,4]oxazine